BrC1=CC=2C(=C3C(=NC2C=C1F)C1=CC2=C(C(N1C3)=O)COC([C@]2(O)CC)=O)CCl (S)-9-bromo-11-(chloromethyl)-4-ethyl-8-fluoro-4-hydroxy-1,12-dihydro-14H-pyrano[3',4':6,7]indolizino[1,2-b]quinoline-3,14(4H)-dione